ClC=1C=C(C=CC1)CC1(CCC2([C@H](CC3=CC=CC=C23)C[C@H](COCC2=CC=C(C=C2)OC)C)CC1)C(=O)O (1s,2'S,4R)-4-[(3-chlorophenyl)methyl]-2'-{(2R)-3-[(4-methoxyphenyl)methoxy]-2-methylpropyl}-2',3'-dihydrospiro[cyclohexane-1,1'-indene]-4-carboxylic acid